COC1=CC=C(C=C1)C=1N=C2N(C=CC(=C2)NC)C1 [2-(4-Methoxy-phenyl)-imidazo[1,2-a]pyridin-7-yl]-methyl-amine